methylbis(3-propoxy)silane C[SiH](OCCC)OCCC